3-(dimethylamino)-2-(3-(trifluoromethyl)phenoxy)acrylaldehyde CN(C=C(C=O)OC1=CC(=CC=C1)C(F)(F)F)C